2-cyclopentyl-4-(2-(4-methoxyphenyl)pyrazolo[1,5-a]pyrimidin-7-yl)benzoic acid C1(CCCC1)C1=C(C(=O)O)C=CC(=C1)C1=CC=NC=2N1N=C(C2)C2=CC=C(C=C2)OC